BrC1=CC=CC2=C1OC1=C2C=CC=C1Br 4,6-dibromodibenzo[b,d]furan